(S)-3-(1-aminoethyl)-6-chloroquinoline N[C@@H](C)C=1C=NC2=CC=C(C=C2C1)Cl